triethyleneglycol succinate C(CCC(=O)O)(=O)O.C(COCCOCCO)O